ClC=1C=C(C2=C(N=C(O2)C)C1)C1=CC=C2C(=CN=NC2=C1)NCC1=C(C=C(C=C1)OC)OC 7-(5-chloro-2-methyl-1,3-benzoxazol-7-yl)-N-[(2,4-dimethoxyphenyl)methyl]Cinnolin-4-amine